[O-2].[Ce+3].[Fe+2] iron-cerium oxide